N[C@H](C(=O)N[C@H](C(=O)NCOCC(C(=O)OCC1=CC=CC=C1)(C)C)C)C(C)C benzyl 3-(((S)-2-((S)-2-amino-3-methylbutanamido)propanamido)methoxy)-2,2-dimethylpropanoate